ClC1=CC=C(CNC(=O)C=2N=NSC2NC(=O)C2CCN(CC2)C2=NC=CC=C2)C=C1 N-(4-(4-chlorobenzyl-carbamoyl)-1,2,3-thiadiazol-5-yl)-1-(pyridin-2-yl)piperidine-4-carboxamide